2-(3-oxo-indan-1-ylidene)-malononitrile O=C1CC(C2=CC=CC=C12)=C(C#N)C#N